4-((cis)-4-methoxycyclohexyl)-6-(2-methyl-6-(4H-1,2,4-triazol-3-yl)pyridin-3-yl)-3,4-dihydropyrazino[2,3-b]pyrazin-2(1H)-one CO[C@H]1CC[C@H](CC1)N1CC(NC2=NC=C(N=C21)C=2C(=NC(=CC2)C2=NN=CN2)C)=O